C(CCC)[Te]CCCC (n-butyl) telluride